3-(5-bromo-7-hydroxy-1-oxoisoquinolin-2(1H)-yl)piperidine-2,6-dione BrC1=C2C=CN(C(C2=CC(=C1)O)=O)C1C(NC(CC1)=O)=O